FC(S(=O)(=O)OC1=NC(=C(C2=C1C=CS2)C2=C(C=C(C=C2)F)OC)C=2C=NN(C2)C2CNC2)(F)F [6-[1-(azetidin-3-yl)pyrazol-4-yl]-7-(4-fluoro-2-methoxy-phenyl)thieno[3,2-c]pyridin-4-yl] trifluoromethanesulfonate